F\C(\C(=O)NC=1C=C2C(=NC=NC2=CC1OC)NC1=C(C=C(C(=C1)C)OC=1C=NC=2N(C1)N=CC2)OC)=C/[C@@H]2N(CCC2)C (R,Z)-2-Fluoro-N-(7-methoxy-4-((2-methoxy-5-methyl-4-(pyrazolo[1,5-a]pyrimidine-6-yloxy)phenyl)amino)quinazolin-6-yl)-3-(1-methylpyrrolidin-2-yl)acrylamide